CN(C(CC(C)NCCC[C@H](C(C)C)N1CC2(C1)CN(CC2)C=2N=CN=NC2OC2=C(C(=O)N(C(C)C)CC)C=C(C=C2)F)=O)C 2-((5-(2-((3R)-6-((4-(dimethylamino)-4-oxobutan-2-yl)amino)-2-methylhexan-3-yl)-2,6-diazaspiro[3.4]oct-6-yl)-1,2,4-triazin-6-yl)oxy)-N-ethyl-5-fluoro-N-isopropylbenzamide